(3S,4R)-1-(3-methylseleno-4,5-dimethoxyphenyl)-4-(3-hydroxy-4-methoxyphenyl)-3-fluoromethylazetidin-2-one C[Se]C=1C=C(C=C(C1OC)OC)N1C([C@H]([C@@H]1C1=CC(=C(C=C1)OC)O)CF)=O